COC1=C2C(=CNC2=CC=C1)C(C(=O)N(C([2H])([2H])[2H])C([2H])([2H])[2H])=O 2-(4-methoxy-1H-indol-3-yl)-N,N-bis(methyl-d3)-2-oxoacetamide